CN(C1=CC=C(C=C1)C1(OC(=O)C2=CC(=CC=C12)Cl)C1=CC=C(C=C1)N(C)C)C 3,3-Bis(p-dimethylamino-phenyl)-6-chlorophthalide